O\C=C/1\[C@H](C2C3CCC=4C=CC=CC4C3CC[C@@]2(C1=O)C)CCC(N1CCCC1)=O (13S,15S,Z)-16-(hydroxymethylene)-13-methyl-15-(3-oxo-3-(pyrrolidin-1-yl)propyl)-6,7,8,9,11,12,13,14,15,16-decahydro-17H-cyclopenta[a]phenanthren-17-one